FC(CN1N=NC2=C1C=C(C=C2)C=2C=CN1N=C(N=C(C12)OC)NC1CC(C1)(C#N)C)F (1s,3s)-3-((5-(1-(2,2-difluoroethyl)-1H-benzo[d][1,2,3]triazol-6-yl)-4-methoxypyrrolo[2,1-f][1,2,4]triazin-2-yl)amino)-1-methylcyclobutane-1-carbonitrile